CC1=C(N)C(=CC(=C1)C)C 2,4,6-trimethylaniline